ClC=1C=C(C(=O)NC2=CC=C(C=C2)C2(CC(C2)(F)F)C(NCCC(F)(F)F)=O)C=CC1 3-chloro-N-(4-{3,3-difluoro-1-[(3,3,3-trifluoropropyl)carbamoyl]cyclobutyl}phenyl)benzamide